NC([C@H](C[C@H]1C(NCC1)=O)NC(=O)[C@@H]1[C@H]2C([C@H]2CN1C([C@H](C(C)(C)C)NS(=O)(=O)C)=O)(C)C)=O (1R,2S,5S)-N-((S)-1-amino-1-oxo-3-((S)-2-oxopyrrolidin-3-yl)propan-2-yl)-3-((S)-3,3-dimethyl-2-(methylsulfonylamino)butanoyl)-6,6-dimethyl-3-azabicyclo[3.1.0]hexane-2-carboxamide